C(=O)[C@H]1CN(CCN1C)C(=O)OC(C)(C)C tert-butyl (3R)-3-formyl-4-methyl-piperazine-1-carboxylate